N-(6-cyclopropoxy-2-((1r,4r)-4-formylcyclohexyl)-2H-indazol-5-yl)-6-(trifluoromethyl)picolinamide C1(CC1)OC=1C(=CC2=CN(N=C2C1)C1CCC(CC1)C=O)NC(C1=NC(=CC=C1)C(F)(F)F)=O